O=C1[C@@H]2[C@@H]([C@@H]2CC1)C(=O)OCC |&1:3| (±)-Ethyl (1S,5R)-2-oxobicyclo[3.1.0]hexane-6-carboxylate